ClC1=C(C=C(C=C1OC)OC)C1=CC2=C(N=C(N=C2)NC2=CC=C(C=C2)N2CCN(CC2)C2CCN(CC2)C)N2C1=NN=C2 6-(2-chloro-3,5-dimethoxyphenyl)-N-(4-(4-(1-methylpiperidin-4-yl)piperazin-1-yl)phenyl)-[1,2,4]triazolo[4',3':1,6]pyrido[2,3-d]pyrimidin-2-amine